methyl (S)-2-(((benzyloxy)carbonyl)amino)-3-(3-(tert-butoxy)bicyclo[1.1.1]pentan-1-yl)propanoate C(C1=CC=CC=C1)OC(=O)N[C@H](C(=O)OC)CC12CC(C1)(C2)OC(C)(C)C